[N+](=O)([O-])C1=CC=C(C=N1)N1C[C@H](CCC1)N (3S)-1-(6-nitro-3-pyridinyl)piperidin-3-amine